2-(4-(2-((7-(1,3-dimethyl-1H-pyrazol-4-yl)-[1,2,4]triazolo[1,5-a]pyridin-2-yl)amino)-2-oxoethyl)-2-fluorophenoxy)pyridine-3-carboxamide CN1N=C(C(=C1)C1=CC=2N(C=C1)N=C(N2)NC(CC2=CC(=C(OC1=NC=CC=C1C(=O)N)C=C2)F)=O)C